6-((2-((tert-butyldiphenylsilyl)-oxy)ethyl)amino)-11-((N-(3-hexylundecanoyl)-N-methylglycyl)oxy)undecyl 3-hexylundecanoate C(CCCCC)C(CC(=O)OCCCCCC(CCCCCOC(CN(C)C(CC(CCCCCCCC)CCCCCC)=O)=O)NCCO[Si](C1=CC=CC=C1)(C1=CC=CC=C1)C(C)(C)C)CCCCCCCC